2-(1-acryloyl-4-(8-chloro-4-(3-(dimethylamino)azetidin-1-yl)-7-(2,3-dimethylphenyl)-6-fluoro-1H-imidazo[4,5-c]quinolin-1-yl)piperidin-2-yl)acetonitrile C(C=C)(=O)N1C(CC(CC1)N1C=NC=2C(=NC=3C(=C(C(=CC3C21)Cl)C2=C(C(=CC=C2)C)C)F)N2CC(C2)N(C)C)CC#N